C(C)(C)C=1C(=NNC1C=1C=C(C=2N(C1)N=CN2)OC)C=2N=CC(=NC2)C2CCN(CC2)CC(=O)NC 2-(4-(5-(4-isopropyl-5-(8-methoxy-[1,2,4]triazolo[1,5-a]pyridin-6-yl)-1H-pyrazol-3-yl)pyrazin-2-yl)piperidin-1-yl)-N-methylacetamide